C[C@H]1N([C@@H](CN(C1)C(=O)OCC1C2=CC=CC=C2C=2C=CC=CC12)C)C(=O)OCC1=CC=CC=C1 4-((9H-fluoren-9-yl)methyl) 1-benzyl (2R,6R)-2,6-dimethylpiperazine-1,4-dicarboxylate